OC(C(=O)NNC(=O)C=1C=NC=NC1)(C)C N'-(2-hydroxy-2-methylpropanoyl)pyrimidine-5-carbohydrazide